C(#N)C=1C=C(C=CC1OC)NC(C1=C(C(=CC=C1OC1=C(C=C(C=C1)F)C)C(F)(F)F)F)=O N-(3-cyano-4-methoxyphenyl)-2-fluoro-6-(4-fluoro-2-methylphenoxy)-3-(trifluoromethyl)benzamide